1,3-dimethylimidazolium bis(trifluoromethanesulfonyl)imide [N-](S(=O)(=O)C(F)(F)F)S(=O)(=O)C(F)(F)F.CN1C=[N+](C=C1)C